(E)-2-amino-5-(3-((4-hydroxyphenyl)amino)-3-oxoprop-1-en-1-yl)-4'-sulfamoyl-[1,1'-biphenyl]-3-carboxamide NC1=C(C=C(C=C1C(=O)N)\C=C\C(=O)NC1=CC=C(C=C1)O)C1=CC=C(C=C1)S(N)(=O)=O